S1C(=NC2=C1C=CC=C2)NC2=C(C1=C(N=N2)N(CCC1)C1=CC=CC(=N1)C(=O)O)C 6-[3-(1,3-benzothiazol-2-ylamino)-4-methyl-6,7-dihydro-5H-pyrido[2,3-c]pyridazin-8-yl]pyridine-2-carboxylic acid